1-(2-((4-(5-(1H-pyrrol-1-yl)pyridin-3-yl)-1H-1,2,3-triazole-1-yl)methyl)imidazo[1,2-a]pyridin-6-yl)-N-(cyclobutylmethyl)methylamine N1(C=CC=C1)C=1C=C(C=NC1)C=1N=NN(C1)CC=1N=C2N(C=C(C=C2)CNCC2CCC2)C1